2,5-Diisocyanatomethylbicyclo[2.2.1]-heptane N(=C=O)CC1C2CC(C(C1)C2)CN=C=O